Fluorenyl acetate CC(=O)OC1C2=CC=CC=C2C3=CC=CC=C13